3-chloro-5,6,7,8-tetrahydro-4H-pyrazolo[1,5-a][1,4]diazepine-2-carboxylic acid ClC=1C(=NN2C1CNCCC2)C(=O)O